tert-butyl {2-[4-(2-fluoro-4-{2-[(2H3)methyloxy]ethoxy}phenyl)piperazin-1-yl]ethyl}methylcarbamate FC1=C(C=CC(=C1)OCCOC([2H])([2H])[2H])N1CCN(CC1)CCN(C(OC(C)(C)C)=O)C